C(CCCCCCCCCCCCCCC)N1C(=C(C(C=C1)=O)OC(=O)C(C)(C)C)CC N-hexadecyl-2-ethyl-3-t-butylcarbonyloxy-pyridin-4-one